(S)-methyl (4-(4-((2-amino-2,4-dimethylpentyl)oxy)-3-(difluoromethyl)phenyl)pyridin-2-yl)carbamate N[C@](COC1=C(C=C(C=C1)C1=CC(=NC=C1)NC(OC)=O)C(F)F)(CC(C)C)C